C12(CC(C1)C2)N2C=C(C(=CC2=O)NC2[C@@H]1CN(C[C@H]21)C)C(=O)N[C@H](C)C2=C(C(=CC=C2)OC(F)F)Cl 1-(bicyclo[1.1.1]pentan-1-yl)-N-((R)-1-(2-chloro-3-(difluoromethoxy)phenyl)ethyl)-4-(((1R,5S,6s)-3-methyl-3-azabicyclo[3.1.0]hexan-6-yl)amino)-6-oxo-1,6-dihydropyridine-3-carboxamide